C(C)(C)(C)C1=NN2C(N(C(C3=C2CNCC3)=O)CC3=CC=C(C=C3)OC)=C1 tert-butyl-4-(4-methoxybenzyl)-5-oxo-5,6,7,9-tetrahydropyrazolo[1,5-a]pyrido[4,3-e]pyrimidine